tert-Butyl (3-amino-2,6-difluorophenyl)(methyl)carbamate NC=1C(=C(C(=CC1)F)N(C(OC(C)(C)C)=O)C)F